(S)-1-((S)-tert-butylsulfonamido)-1,3-dihydrospiro[indene-2,4'-piperidine]-1'-carboxylic acid tert-butyl ester C(C)(C)(C)OC(=O)N1CCC2(CC1)[C@@H](C1=CC=CC=C1C2)NS(=O)(=O)C(C)(C)C